(R)-3-chloro-2-(3-(5-(trifluoromethyl)pyridin-2-yloxy)pyrrolidin-1-yl)benzamide ClC=1C(=C(C(=O)N)C=CC1)N1C[C@@H](CC1)OC1=NC=C(C=C1)C(F)(F)F